C1(CC1)C=1C=CC(=NC1)C(C(=O)N)(C)N1C[C@@H](C(CC1)(F)F)C1=NNC(C=C1)=O (5-cyclopropylpyridin-2-yl)-2-((R)-4,4-difluoro-3-(6-oxo-1,6-dihydropyridazin-3-yl)piperidin-1-yl)propanamide